7-oxa-5-azaspiro[3.4]Octane-6-one C1CCC12NC(OC2)=O